(2S,4R)-4-(4,4-difluoro-1-piperidinyl)pyrrolidine-2-carboxylic acid FC1(CCN(CC1)[C@@H]1C[C@H](NC1)C(=O)O)F